C(C1=CC=CC=C1)N1CCN(CC1)[C@H]1[C@H](CNCC1)F 1-benzyl-4-((3S,4R)-3-fluoropiperidin-4-yl)piperazine